FC([C@H]1N(C(SC1)=C=O)C=1N=C2N(CCOC3=C2C=CC(=C3)N[C@H](C(=O)N)COC)C1)F (S)-2-((2-((R)-4-(difluoromethyl)-2-carbonyl-thiazolidine-3-yl)-5,6-dihydrobenzo[f]imidazo[1,2-d][1,4]oxazepin-9-yl)amino)-3-methoxypropionamide